CC(C)(C)C1=C(C=C(C(=C1)C(C)(C)C)O)NC(=O)C1=CNC2=CC=CC=C2C1=O (N-[2,4-bis(1,1-dimethylethyl)-5-hydroxyphenyl])-1,4-dihydro-4-oxoquinoline-3-carboxamide